4-((2,5-dimethyl-4,5-dihydro-2H-pyrazolo[4,3-c]quinolin-6-yl-4,4-d2)amino)-6-(3-isopropyl-2-oxoimidazolidin-1-yl)-N-(methyl-d3)nicotinamide CN1N=C2C(C(N(C=3C(=CC=CC23)NC2=CC(=NC=C2C(=O)NC([2H])([2H])[2H])N2C(N(CC2)C(C)C)=O)C)([2H])[2H])=C1